C1(CCCC1)COC1=C(C(=CC(=C1)F)F)CNC(=O)C=1C(=NC(=C(C1)C=1C=CC=2N(N1)C=C(N2)NC(C)=O)C)OC N-{[2-(cyclopentylmethoxy)-4,6-difluorophenyl]methyl}-5-{2-acetamidoimidazo[1,2-b]pyridazin-6-yl}-2-methoxy-6-methylpyridine-3-carboxamide